(1-(((2R,3S,4R,5R)-5-(5-chloro-7-(cyclopentylamino)-3H-[1,2,3]triazolo[4,5-d]pyrimidin-3-yl)-3,4-dihydroxytetrahydrofuran-2-yl)methoxy)-2-methoxyethyl)phosphonic acid ClC=1N=C(C2=C(N1)N(N=N2)[C@H]2[C@@H]([C@@H]([C@H](O2)COC(COC)P(O)(O)=O)O)O)NC2CCCC2